C1=C(C=CC2=CC=CC=C12)C1=NN(C=C1/C=C/C(=O)N[C@@H](CC1=CC=CC=C1)C(=O)O)C1=CC=CC=C1 (E)-(3-(3-(naphthalen-2-yl)-1-phenyl-1H-pyrazol-4-yl)acryloyl)-L-phenylalanine